(3R,4S)-3-((tert-butoxycarbonyl)amino)-4-fluoropyrrolidine-1-carboxylic acid tert-butyl ester C(C)(C)(C)OC(=O)N1C[C@H]([C@H](C1)F)NC(=O)OC(C)(C)C